N1-(6-(4-isopropylpiperidin-1-yl)pyridazin-3-yl)cyclohexane-1,4-diamine C(C)(C)C1CCN(CC1)C1=CC=C(N=N1)NC1CCC(CC1)N